ClC1=CC2=C(C(=NO2)N2C(N3C(=C2)C([C@@H](C3)NS(=O)(=O)C)(F)F)=O)C(=C1F)C1=C(C=C(C=C1F)F)F N-{(6R)-2-[6-chloro-5-fluoro-4-(2,4,6-trifluorophenyl)-1,2-benzoxazol-3-yl]-7,7-difluoro-3-oxo-2,5,6,7-tetrahydro-3H-pyrrolo[1,2-c]imidazol-6-yl}methanesulfonamide